F[P-](F)(F)(F)(F)F.Cl[P+](N1CCCC1)(N1CCCC1)N1CCCC1 chlorotris(pyrrolidin-1-yl)phosphonium hexafluorophosphate